1-[(2,4-difluorophenyl)methyl]-3-[(2,2-dimethyl-2,3-dihydro-1-benzofuran-4-yl)methyl]-1-(1-methylpiperidin-4-yl)urea FC1=C(C=CC(=C1)F)CN(C(=O)NCC1=CC=CC2=C1CC(O2)(C)C)C2CCN(CC2)C